COC(=O)C1=C(C=2C=3N=CC(=NC3C=CC2S1)O)NCCN.ClC1=C2C(=NC=C1)N(N=C2)C(C)C=2OC1=CC=CC=C1C(C2C2=CC(=CC=C2)F)=O 2-(1-(4-Chloro-1H-pyrazolo[3,4-b]pyridin-1-yl)ethyl)-3-(3-fluorophenyl)-4H-chromen-4-one Methyl-9-((2-aminoethyl)amino)-3-hydroxythieno[3,2-f]quinoxaline-8-carboxylate